2-bromo-6,6-dimethyl-5H,7H-pyrazolo[1,5-a]pyrazin-4-one BrC1=NN2C(C(NC(C2)(C)C)=O)=C1